(4-formyl-5-methylhexyl)glycine C(=O)C(CCCNCC(=O)O)C(C)C